tricyclo[4.3.0.12,3]dec-3-en C12C3C(=CCC2CCC1)C3